N,N'-dibenzyl-1,2-ethanediamine C(C1=CC=CC=C1)NCCNCC1=CC=CC=C1